C(N)(OCC(OC1=CC(=CC=C1)CC(=C=O)N1C2CN(CC1C2)C2=NC=C(C=C2)C2=C1C=NC=NC1=CC(=C2)C=2C=NN(C2)C)C(C)(C)C)=O (tert-butyl 2-(3-(2-(3-(5-(7-(1-methyl-1H-pyrazol-4-yl) quinazolin-5-yl) pyridin-2-yl)-3,6-diazabicyclo[3.1.1]heptane-6-yl)-2-carbonylethyl) phenoxy) ethyl) carbamate